4-[5-(4-fluoro-3-{[(2S)-1-(1H-tetrazol-1-yl)propan-2-yl]oxy}phenyl)-3H-imidazo[4,5-b]pyridin-3-yl]-1-methyl-1H-imidazole-5-carbonitrile FC1=C(C=C(C=C1)C1=CC=C2C(=N1)N(C=N2)C=2N=CN(C2C#N)C)O[C@H](CN2N=NN=C2)C